C(C)O[C@H]1C[C@H](N(CC1)S(=O)(=O)C1=C2C=CNC2=C(C=C1OC)C)C1=CC=C(C(=O)O)C=C1 4-((2s,4r)-4-ethoxy-1-((5-methoxy-7-methyl-1H-indol-4-yl)sulfonyl)piperidin-2-yl)benzoic acid